tert-butyl 7-[[1-[5-[4-[tert-butoxycarbonyl]phenyl]pentyl]-4-methyl-1H-benzo[d][1,2,3]triazol-5-yl][hydroxy]methyl]-3,4-dihydroisoquinoline-2(1H)-carboxylate C(C)(C)(C)OC(=O)C1=CC=C(C=C1)CCCCCN1N=NC2=C1C=CC(=C2C)C(C2=CC=C1CCN(CC1=C2)C(=O)OC(C)(C)C)O